5-dinitromethyl-4-nitro-1,2,3-triazole diammonium salt [NH4+].[NH4+].[N+](=O)([O-])C(C1=C(N=NN1)[N+](=O)[O-])[N+](=O)[O-]